COC=CC=1C=CC(=C(C1)CC(=O)O)OC(F)(F)F 2-[5-(2-methoxyvinyl)-2-(trifluoromethoxy)phenyl]acetic acid